SC1=C(N=NS1)S Dimercapto-Thiadiazol